O[C@@H]1[C@H](CO[C@@H]([C@@H]1O)CO)NC1=NC(=NC(=C1)C(F)(F)F)C#N 4-(((3S,4R,5R,6R)-4,5-dihydroxy-6-(hydroxymethyl)tetrahydro-2H-pyran-3-yl)amino)-6-(trifluoromethyl)pyrimidine-2-carbonitrile